6-(2-fluorophenoxy)-2-[(3-methoxypropyl)amino]-8-methylpyrido[2,3-d]pyrimidin-7(8H)-one FC1=C(OC2=CC3=C(N=C(N=C3)NCCCOC)N(C2=O)C)C=CC=C1